The molecule is a 8-(methylsulfanyl)octanal oxime in which the oxime moiety has E configuration. It is an omega-(methylsulfanyl)-(E)-alkanal oxime and an 8-(methylsulfanyl)octanal oxime. CSCCCCCCC/C=N/O